6-[5-(2,2-difluoropropoxy)-3-ethylsulfanyl-2-pyridyl]-1-(2,2,3,3,3-pentafluoropropyl)-3,4-dihydro-1,7-naphthyridin-2-one FC(COC=1C=C(C(=NC1)C=1C=C2CCC(N(C2=CN1)CC(C(F)(F)F)(F)F)=O)SCC)(C)F